1-(3-(4-chloro-3-iodo-1H-pyrrolo[2,3-b]pyridin-5-yl)phenyl)piperazin-2-one ClC1=C2C(=NC=C1C=1C=C(C=CC1)N1C(CNCC1)=O)NC=C2I